C(C)OC(=O)C1N(C(=NC12C(N(C1=CC=C(C=C21)Br)C(C)=O)=O)C2=CC=CC=C2)C2=CC=CC=C2 acetyl-5'-bromo-2'-oxo-1,2-diphenyl-1,5-dihydrospiro[imidazole-4,3'-indoline]-5-carboxylic acid ethyl ester